C1(CC(C(CC1)C(C)C)C=1C=CC=2NC3=CC=C(C=C3C2C1)C1CC(CCC1C(C)C)C)C 3,6-dimenthyl-9H-carbazole